FC(C(=O)O)(F)F.FC=1C=C(C=C(C1)C=1C=NN(C1)C1=CSC=C1)CN (3-fluoro-5-(1-(thiophen-3-yl)-1H-pyrazol-4-yl)phenyl)methylamine trifluoroacetate